FC=1C=C(C=CC1OC1=CC=NC2=CC(=C(N=C12)OCCOC)OC)NC(=O)C=1C(=NC(=C(C1O)C1=C(C=C(C=C1)F)C)C)COC N-[3-fluoro-4-[[7-methoxy-6-(2-methoxyethoxy)-1,5-naphthyridin-4-yl]oxy]phenyl]-5-(4-fluoro-2-methylphenyl)-4-hydroxy-2-(methoxymethyl)-6-methylpyridine-3-carboxamide